C(CCCCC)C(C(=O)OCCCCCCN(CCCCCCOC(C(CCCCCCCC)CCCCCC)=O)CCCCOC(=O)C1=CN=CN1)CCCCCCCC ((4-((1H-imidazole-5-carbonyl)oxy)butyl)azanediyl)bis(hexane-6,1-diyl) bis(2-hexyldecanoate)